benzyl-methanesulfonamide C(C1=CC=CC=C1)CS(=O)(=O)N